C1(CCCCCC1)C=C1C(C2=CC=CC=C2C=C1)C(=O)N 2-cycloheptylmethylene-1-naphthamide